O=C1[C@@H]2C([C@H]2CC1)(CC(=O)OCC)CC(=O)[O-] ethyl (1S,5S)-2-oxobicyclo[3.1.0]hexane-6,6-diacetate